(2R,3R,4R,5R,6R)-5-acetamido-2-(acetoxymethyl)-6-(2-(2-(2-azidoethoxy)ethoxy)ethoxy)tetrahydro-2H-pyran-3,4-diyl diacetate C(C)(=O)O[C@H]1[C@H](O[C@H]([C@@H]([C@H]1OC(C)=O)NC(C)=O)OCCOCCOCCN=[N+]=[N-])COC(C)=O